P(=O)(O)(O)OC[C@@H]1[C@H](C[C@@H](O1)N1C(=O)NC(=O)C=C1)O deoxy-uridine monophosphate